5-(3,3-dimethyl-2-oxoindolin-4-yl)-N-(4-fluorophenyl)-2-(trifluoromethyl)benzamide CC1(C(NC2=CC=CC(=C12)C=1C=CC(=C(C(=O)NC2=CC=C(C=C2)F)C1)C(F)(F)F)=O)C